COC1=NC=NC2=CC=C(C=C12)C1=CNC2=NC=C(C=C21)C(=O)NC2CCN(CC2)C 3-(4-methoxyquinazolin-6-yl)-N-(1-methylpiperidin-4-yl)-1H-pyrrolo[2,3-b]pyridine-5-carboxamide